C1([C@H](O)[C@@H](O)[C@H](O)[C@H](O1)CO)C(CCCCCCCCC)C=1N=NNC1 4-(1-D-glucosyl-decan-yl)-1H-1,2,3-triazole